4-(3-(2,4-dimethoxypyrimidin-5-yl)pyrazolo[1,5-a]pyrimidin-5-yl)piperazine-1-carboxylic acid isopropyl ester C(C)(C)OC(=O)N1CCN(CC1)C1=NC=2N(C=C1)N=CC2C=2C(=NC(=NC2)OC)OC